(1R,3S)-3-(3-{[(2,5-dimethoxypyridin-4-yl)-acetyl]amino}-1H-pyrazol-5-yl)cyclopentyl (2S)-butan-2-ylcarbamate C[C@@H](CC)NC(O[C@H]1C[C@H](CC1)C1=CC(=NN1)NC(CC1=CC(=NC=C1OC)OC)=O)=O